tert-butyl 2-(4-(3-methoxy-3-ketopropyl) phenoxy)-2-methylpropionate COC(CCC1=CC=C(OC(C(=O)OC(C)(C)C)(C)C)C=C1)=O